C(C)(C)(C)[N+](=C)[O-] N-tert-butylmethanimine N-oxide